O=C1NC(CCC1N1C(N(C2=C1C=CC=C2CCCN2CCOC1(C2)CCN(CC1)C(=O)OC(C)(C)C)C)=O)=O Tert-butyl 4-[3-[1-(2,6-dioxo-3-piperidyl)-3-methyl-2-oxo-benzimidazol-4-yl]propyl]-1-oxa4,9-diazaspiro[5.5]undecane-9-carboxylate